N1CC(CC=CC1)N 2,3,4,7-tetrahydro-1H-azepin-3-amine